ClC=1C(=CC2=C(C[C@](O2)(C2=CC=CC=C2)[C@H]2NC[C@@H](C2)F)C1C1=CC=CC=C1)F (2S,4R)-2-((S)-5-chloro-6-fluoro-2,4-diphenyl-2,3-dihydrobenzofuran-2-yl)-4-fluoropyrrolidine